N-(4-bromo-2,5-difluoro-phenyl)-4-(3-fluorophenyl)-1H-pyrrole-3-sulfonamide BrC1=CC(=C(C=C1F)NS(=O)(=O)C1=CNC=C1C1=CC(=CC=C1)F)F